C(=C)C=1C=C2C=NC(=NC2=CC1)N1CCCC12COCC2 1-(6-vinylquinazolin-2-yl)-7-oxa-1-azaspiro[4.4]nonane